2-cyclohexyl-6-[5-(difluoromethyl)-1,3,4-oxadiazol-2-yl]-2,3-dimethyl-2,3-dihydro-4H-1,3-benzoxazin-4-one C1(CCCCC1)C1(OC2=C(C(N1C)=O)C=C(C=C2)C=2OC(=NN2)C(F)F)C